C(C)(C)(C)OC(NCCCC(=O)NC=1SC=C(N1)C1=CC(=CC=C1)[N+](=O)[O-])=O (4-((4-(3-Nitrophenyl)thiazol-2-yl)amino)-4-oxobutyl)carbamic acid tert-butyl ester